4-chloro-1-(3-(pyrrolidin-1-yl)benzyl)-1H-imidazo[4,5-c]quinolin-2(3H)-one ClC1=NC=2C=CC=CC2C2=C1NC(N2CC2=CC(=CC=C2)N2CCCC2)=O